C1(CC1)C1=CC=C(C=C1)C=1N=C2C(=NC1)N=C(S2)NC(OC(C)(C)C)=O tert-butyl (6-(4-cyclopropylphenyl)thiazolo[4,5-b]pyrazin-2-yl)carbamate